trichloroacetic acid triethylamine salt C(C)N(CC)CC.ClC(C(=O)O)(Cl)Cl